tert-butyl 3-(3-(4-chloro-3,5-dimethylphenoxy)propyl)-1-(3-(2-hydroxyethoxy)propyl)-7-(1,3,5-trimethyl-1H-pyrazol-4-yl)-1H-indole-2-carboxylate ClC1=C(C=C(OCCCC2=C(N(C3=C(C=CC=C23)C=2C(=NN(C2C)C)C)CCCOCCO)C(=O)OC(C)(C)C)C=C1C)C